ClC1=C(C=CC=C1)C=1N=C(SC1)NC(=O)C1=CC=C(C=N1)N1CC2(CN(C2)C(=O)OC(C)(C)C)C1 tert-butyl 6-(6-((4-(2-chlorophenyl)thiazol-2-yl)carbamoyl)pyridin-3-yl)-2,6-diazaspiro[3.3]heptane-2-carboxylate